F[C@@H]1CN(CC[C@H]1NC1=NN2C(C(=N1)OC)=C(C=C2)C=2C=CC1=C(N(C(=N1)C)CC(F)(F)F)C2)C2COC2 N-((3R,4R)-3-fluoro-1-(oxetan-3-yl)piperidin-4-yl)-4-methoxy-5-(2-methyl-1-(2,2,2-trifluoroethyl)-1H-benzo[d]imidazol-6-yl)pyrrolo[2,1-f][1,2,4]triazin-2-amine